C1(NCC=2C=NC=CC21)=O Dihydro-1H-pyrrolo[3,4-C]pyridine-1-one